(E)-4-oxo-2-pentenoic acid ethyl ester C(C)OC(\C=C\C(C)=O)=O